3-(thiophen-2-yl)-N-(o-Tolyl)propylamine S1C(=CC=C1)CCCNC1=C(C=CC=C1)C